CC1(OC(CN1C(C(Cl)Cl)=O)C)C 2,2,5-trimethyl-3-(dichloroacetyl)-1,3-oxazolidine